N(=C=O)C1(CC(CC(C1)(C)C)(C)C)N=C=O 1-isocyanato-3-methyl-isocyanato-3,5,5-trimethylcyclohexane